4-(1H-indol-1-yl)benzoic acid N1(C=CC2=CC=CC=C12)C1=CC=C(C(=O)O)C=C1